S(=O)([O-])[O-].[NH4+].C(CCCCCCCCCCCCCCCCCCCCCCCCCCCCC)C(C(C)(C)O)OCCOCCOCCO.[NH4+] triacontyl-dimethyl-tetraethylene glycol ammonium sulfite